[hydroxy(mesyloxy)iodo]benzene OI(OS(=O)(=O)C)C1=CC=CC=C1